C(C)(C)N1C(=NC=C1C1=NC(=NC=C1)NC1=C(C=C(C=C1)S(=O)(=O)CCCOC1CCC(CC1)C=O)C)C 4-[3-[4-[[4-(3-Isopropyl-2-methyl-imidazol-4-yl)pyrimidin-2-yl]amino]-3-methyl-phenyl]sulfonylpropoxy]cyclohexanecarbaldehyde